C(C)O[Si](CCCCNCCCC[Si](OCC)(OCC)OCC)(OCC)OCC bis[4-triethoxysilylbutyl]amine